8-bromo-6-chloro-2,2-dimethyl-chromane BrC=1C=C(C=C2CCC(OC12)(C)C)Cl